3-(Methyl(octyl)amino)propan-1,2-diol CN(CC(CO)O)CCCCCCCC